9-[(2R,3S,4R)-4-[(tert-butyldimethylsilyl)oxy]-3-fluoro-5,5-bis(hydroxymethyl)oxolan-2-yl]-2-{[(4-methoxyphenyl)diphenylmethyl]amino}-1H-purin-6-one [Si](C)(C)(C(C)(C)C)O[C@H]1[C@@H]([C@@H](OC1(CO)CO)N1C=2N=C(NC(C2N=C1)=O)NC(C1=CC=CC=C1)(C1=CC=CC=C1)C1=CC=C(C=C1)OC)F